N-(6-(3-(4-chlorobenzyl)ureido)spiro[3.3]heptan-2-yl)-2-cyanobenzamide ClC1=CC=C(CNC(NC2CC3(CC(C3)NC(C3=C(C=CC=C3)C#N)=O)C2)=O)C=C1